NC(=S)N1N=CCC1 1-aminothiocarbonyl-2-pyrazoline